OC=1C(=NN(C(C1)=O)CC(=O)OCC)C(C)C ethyl 2-(4-hydroxy-3-isopropyl-6-oxopyridazin-1(6H)-yl)acetate